CNC(=O)C1=CSC=2C1=NC(=CC2C(F)(F)F)OC2CCNCC2 n-methyl-5-(piperidin-4-yloxy)-7-(trifluoromethyl)thieno[3,2-b]pyridine-3-carboxamide